5-(4-(piperazine-1-yl)phenyl)-1H-pyrrolo[2,3-b]pyrrole N1(CCNCC1)C1=CC=C(C=C1)C1=CC2=C(N1)NC=C2